3,6-diamino-2,7,10-trimethyl-acridinium chloride [Cl-].NC=1C(=CC2=CC3=CC(=C(C=C3[N+](=C2C1)C)N)C)C